isobutyl-amine C(C(C)C)N